(S)-2-((6-fluoro-1H-indol-3-yl)methyl)-4-methylenepyrrolidine-1-carboxylic acid benzyl ester C(C1=CC=CC=C1)OC(=O)N1[C@@H](CC(C1)=C)CC1=CNC2=CC(=CC=C12)F